2-acetyl-5-methyl-furan C(C)(=O)C=1OC(=CC1)C